Cl.NC/C(/CN1N=CN(C1=O)C1=CC(=NC=C1)C1=CC=C(C=C1)C(=O)N1CCOCC1)=C\F 2-[(2E)-2-(aminomethyl)-3-fluoroprop-2-en-1-yl]-4-{2-[4-(morpholin-4-ylcarbonyl)phenyl]pyridin-4-yl}-2,4-dihydro-3H-1,2,4-triazol-3-one hydrochloride